ClN1C(=NC2=CC=CC=C2C1=O)C1=CC=CC=C1 chloro-2-phenylquinazolin-4(3H)-one